BrC1=CC=CC(=N1)N1CC(N(CC1)CC1=NC2=C(N1C[C@H]1OCC1)C=C(C=C2OC)C(=O)OC)=O (S)-methyl 2-((4-(6-bromopyridin-2-yl)-2-oxopiperazin-1-yl) methyl)-4-methoxy-1-(oxetan-2-ylmethyl)-1H-benzimidazole-6-carboxylate